ClC1=NC=CC(=N1)C=1C(=NC=CC1)N 3-(2-Chloropyrimidin-4-yl)pyridin-2-ylamine